6-chloro-7-(5,7-dihydro-6H-pyrrolo[3,4-b]pyridin-6-yl)-1-(6-(dimeth-ylamino)-4-methyl-pyridin-3-yl)-4-oxo-1,4-dihydro-1,8-naphthyridine-3-carboxylic acid ClC=1C=C2C(C(=CN(C2=NC1N1CC2=NC=CC=C2C1)C=1C=NC(=CC1C)N(C)C)C(=O)O)=O